COC(C1=CC(=CC=C1)OC)OC 1-(dimethoxymethyl)-3-methoxybenzene